BrC1=CC(=C(C(=C1N1[C@@H](CN(CC1)C(=O)OC(C)(C)C)CO)F)C#N)[N+](=O)[O-] tert-butyl (S)-4-(6-bromo-3-cyano-2-fluoro-4-nitrophenyl)-3-(hydroxymethyl)piperazine-1-carboxylate